C(C)(C)(C)OC(=O)N1CCN(CC1)C1=NC=C(C(=C1)C)Br 4-(5-bromo-4-methyl-2-pyridinyl)piperazine-1-carboxylic acid tert-butyl ester